OCC1=CC(=NC(=N1)C=C)C1=NC=2C=CC3=C(C2C=C1)C1=C(S3)CN[C@@H](CN1)C (R)-3-(6-(hydroxymethyl)-2-vinylpyrimidin-4-yl)-10-methyl-9,10,11,12-tetrahydro-8H-[1,4]diazepino[5',6':4,5]thieno[3,2-f]quinolin